C1(=CC=CC=C1)C1=CC=CC2=C1OC1=C2C=CC=C1C=1C2=CC=CC=C2C(=C2C=CC=CC12)C1=CC=CC=C1 4-phenyl-6-(10-phenylanthracen-9-yl)dibenzo[b,d]Furan